2-[(1S)-1-cyclohexylethoxy]-5-fluoro-N-[2-methyl-5-(trifluoromethyl)phenyl]-4-(3-oxo-5,6,7,8-tetrahydro[1,2,4]triazolo[4,3-a]pyridin-2(3H)-yl)benzamide C1(CCCCC1)[C@H](C)OC1=C(C(=O)NC2=C(C=CC(=C2)C(F)(F)F)C)C=C(C(=C1)N1N=C2N(CCCC2)C1=O)F